N-[(5-bromo-2-fluoropyridin-3-yl)methylene]hydroxylamine BrC=1C=C(C(=NC1)F)C=NO